(S)-2-((S)-7-(tert-butoxycarbonyl)-4-oxo-1-oxa-3,7-diazaspiro[4.4]non-3-yl)-3-methylbutyric acid C(C)(C)(C)OC(=O)N1C[C@]2(C(N(CO2)[C@H](C(=O)O)C(C)C)=O)CC1